methyl 2-[(3S)-1-[(2R)-2-[4-(2-chloro-4-fluoro-phenyl)-2-oxo-chromen-7-yl]oxypropanoyl]pyrrolidin-3-yl]acetate ClC1=C(C=CC(=C1)F)C1=CC(OC2=CC(=CC=C12)O[C@@H](C(=O)N1C[C@@H](CC1)CC(=O)OC)C)=O